2-[(4,4-difluorocyclohexyl)methyl]-N-(3-methylsulfonylphenyl)-5-(trifluoromethyl)pyrazole FC1(CCC(CC1)CN1N(C(=CC1)C(F)(F)F)C1=CC(=CC=C1)S(=O)(=O)C)F